OC1CCN(CC1)C=1C=CC(=NC1)NC1=CC(=NC=2C=CNC(C12)=O)C1=C2C(=NC=C1)NC=C2 4-[[5-(4-hydroxy-1-piperidyl)-2-pyridyl]amino]-2-(1H-pyrrolo[2,3-b]pyridin-4-yl)-6H-1,6-naphthyridin-5-one